FC1(CC(C1)COC=1C(=CC(=NC1)C(=O)O)OC)F 5-(3,3-difluoro-cyclobutylmethoxy)-4-methoxy-pyridine-2-carboxylic acid